1H-pyrrolo[2,3-c]quinoline C1C=NC=2C=NC=3C=CC=CC3C21